CC(CCOC=1C=C(C=CC1)C1=C(N=C(S1)NS(=O)(=O)C1=CC(=CC=C1)NC)C1=C(C=CC=C1)C(C)C)(C)C N-(5-(3-(3,3-dimethylbutoxy)phenyl)-4-(2-isopropylphenyl)thiazol-2-yl)-3-(methylamino)benzenesulfonamide